NC1=C(C(=O)NC=2SC(=C(N2)C2=CC=CC=C2)[N+](=O)[O-])C=CC=C1 2-amino-N-(5-nitro-4-phenylthiazol-2-yl)benzamide